(6aR,8R,9S,9aR)-8-(3-azidopropyl)-2,2,4,4-tetraisopropyl-9-methoxy-tetrahydro-6H-furo[3,2-f][1,3,5,2,4]trioxadisilocine N(=[N+]=[N-])CCC[C@@H]1[C@@H]([C@@H]2O[Si](O[Si](OC[C@H]2O1)(C(C)C)C(C)C)(C(C)C)C(C)C)OC